N-(5-bromo-2-(diethylphosphoryl)phenyl)cyclopropanecarboxamide BrC=1C=CC(=C(C1)NC(=O)C1CC1)P(=O)(CC)CC